tert-butyl 4-[(3-{4-[3-(3,6-difluoro-2-methylphenyl)-4-(methoxycarbonyl)-1-methylpyrrole-2-carbonyl]phenyl}prop-2-yn-1-yl)oxy]piperidine-1-carboxylate FC=1C(=C(C(=CC1)F)C1=C(N(C=C1C(=O)OC)C)C(=O)C1=CC=C(C=C1)C#CCOC1CCN(CC1)C(=O)OC(C)(C)C)C